BrC1=CC=C(C=C1)C=1N(C2=CC=CC=C2C1)C(=O)OC(C)(C)C tert-butyl 2-(4-bromophenyl)-1H-indole-1-carboxylate